(2r,5s)-4-(5-iodo-7H-pyrrolo[2,3-d]pyrimidin-4-yl)-2,5-dimethylpiperazine-1-carboxylic acid tert-butyl ester C(C)(C)(C)OC(=O)N1[C@@H](CN([C@H](C1)C)C=1C2=C(N=CN1)NC=C2I)C